[Zn].[Co].[V] vanadium-cobalt-zinc